oxazole sodium chloride [Cl-].[Na+].O1C=NC=C1